C1(CC1)C=1C(=NN(C1)C1CC2(CN(C2)C(=O)C2=C(C=CC(=C2)O)F)C1)C1=C(C=CC=C1)F (6-(4-cyclopropyl-3-(2-fluorophenyl)-1H-pyrazol-1-yl)-2-azaspiro[3.3]hept-2-yl)(2-fluoro-5-hydroxyphenyl)methanone